ClC1=NC=NC=C1C1=NC2=C(N1C1CC1)C=C(C=C2)F 2-(4-Chloropyrimidin-5-yl)-1-cyclopropyl-6-fluoro-1H-benzo[d]imidazol